2-(4-fluorostyryl)quinoline FC1=CC=C(C=CC2=NC3=CC=CC=C3C=C2)C=C1